2-Amino-6-((1S,7S)-2,2-difluoro-7-hydroxycycloheptyl)-4-(1H-pyrazol-1-yl)-6,7-dihydro-5H-pyrrolo[3,4-d]pyrimidin-5-one NC=1N=C(C2=C(N1)CN(C2=O)[C@@H]2C(CCCC[C@@H]2O)(F)F)N2N=CC=C2